6-Fluoro-7-methoxy-2-methyl-3-(4-(4-(trifluoromethoxy)phenoxy)phenyl)quinolin-4(1H)-one FC=1C=C2C(C(=C(NC2=CC1OC)C)C1=CC=C(C=C1)OC1=CC=C(C=C1)OC(F)(F)F)=O